COC[C@H](C(=O)NC=1C=CC=C2C(=CNC12)C=1C=NNC1)N1CCN(CC1)C (2R)-3-methoxy-2-(4-methylpiperazin-1-yl)-N-[3-(1H-pyrazol-4-yl)-1H-indol-7-yl]propanamide